2-((1S,6S)-6-aminocyclohex-3-en-1-yl)-5-chloro-3-(propa-1,2-dien-1-yl)-N-(thiophen-2-ylmethyl)thieno[3,2-b]pyridin-7-amine N[C@H]1CC=CC[C@@H]1C1=C(C2=NC(=CC(=C2S1)NCC=1SC=CC1)Cl)C=C=C